rel-N-(6-amino-5-methyl-3-pyridyl)-2-[(2R,5S)-2-(6-amino-3-pyridyl)-5-methyl-1-piperidyl]-2-oxo-acetamide NC1=C(C=C(C=N1)NC(C(=O)N1[C@H](CC[C@@H](C1)C)C=1C=NC(=CC1)N)=O)C |o1:12,15|